CC1(OCC(CO1)(C)S(=O)(=O)C1(CC1)CO)C (1-((2,2,5-trimethyl-1,3-dioxan-5-yl)sulfonyl)cyclopropyl)methanol